C(C)(=O)O[C@H]1[C@H](O[C@H]([C@@H]([C@H]1OC(C)=O)NC(C)=O)OCCOCCOCCOCC1=CC=CC=C1)COC(C)=O (2R,3R,4R,5R,6R)-5-acetamido-2-(acetoxymethyl)-6-(2-(2-(2-(benzyloxy)ethoxy)ethoxy)ethoxy)tetrahydro-2H-pyran-3,4-diyl diacetate